ClC(C(O)(O)O)C chlorodihydroxypropanol